C1(CC1)C1=CN(C2=CC=C(C=C12)CC1=C(C=C(C=C1C)N1N=C(C(NC1=O)=O)C#N)C)S(=O)(=O)CC1=CC=CC=C1 2-(4-((3-cyclopropyl-1-toluenesulfonyl-1H-indol-5-yl)methyl)-3,5-dimethylphenyl)-3,5-dioxo-2,3,4,5-tetrahydro-1,2,4-triazine-6-carbonitrile